(2R,3R,4S,5S,6R)-2-((benzoyloxy)methyl)-6-((bis(benzyloxy)phosphoryl)oxy)tetrahydro-2H-pyran-3,4,5-triyl tribenzoate C(C1=CC=CC=C1)(=O)O[C@@H]1[C@H](O[C@@H]([C@H]([C@H]1OC(C1=CC=CC=C1)=O)OC(C1=CC=CC=C1)=O)OP(=O)(OCC1=CC=CC=C1)OCC1=CC=CC=C1)COC(C1=CC=CC=C1)=O